Tert-butyl 2-[[2-(2,6-dioxo-3-piperidyl)-1-oxo-isoindolin-4-yl]amino]-7-azaspiro[3.5]nonane-7-carboxylate O=C1NC(CCC1N1C(C2=CC=CC(=C2C1)NC1CC2(C1)CCN(CC2)C(=O)OC(C)(C)C)=O)=O